5-(2-(2-(benzyloxy)acetamido)imidazo[1,2-b]pyridazin-6-yl)-N-(2-fluoro-5-(trifluoromethyl)benzyl)-2-methoxynicotinamide C(C1=CC=CC=C1)OCC(=O)NC=1N=C2N(N=C(C=C2)C=2C=NC(=C(C(=O)NCC3=C(C=CC(=C3)C(F)(F)F)F)C2)OC)C1